1,2,3,4,5-pentamethyl-ferrocene C[C-]1C(=C(C(=C1C)C)C)C.[CH-]1C=CC=C1.[Fe+2]